O1CCC(=CC1)C1=NC2=C(C=C(C=C2C(N1C)=O)C)[C@@H](C)NC1=C(C(=O)O)C=C(C=C1)F (R)-2-((1-(2-(3,6-dihydro-2H-pyran-4-yl)-3,6-dimethyl-4-oxo-3,4-dihydroquinazolin-8-yl)ethyl)amino)-5-fluorobenzoic acid